(3β,6α,12β)-3,12-Dihydroxydammar-24-ene-6,20-diyl bis-β-D-glucopyranoside CC(=CCC[C@@](C)([C@H]1CC[C@@]2([C@@H]1[C@@H](C[C@H]3[C@]2(C[C@@H]([C@@H]4[C@@]3(CC[C@@H](C4(C)C)O)C)O[C@H]5[C@@H]([C@H]([C@@H]([C@H](O5)CO)O)O)O)C)O)C)O[C@H]6[C@@H]([C@H]([C@@H]([C@H](O6)CO)O)O)O)C